5-(4-(4,4,5,5-tetramethyl-1,3,2-dioxaborolan-2-yl)-1-((2-(trimethylsilyl)ethoxy)methyl)-1H-pyrazol-3-yl)-1-((2-(trimethylsilyl)ethoxy)methyl)-1H-pyrazolo[3,4-b]pyridine CC1(OB(OC1(C)C)C=1C(=NN(C1)COCC[Si](C)(C)C)C=1C=C2C(=NC1)N(N=C2)COCC[Si](C)(C)C)C